C(C)(C)(C)C1=NN(C(=C1)NC(=O)C1=CSC=2CN(CCC21)C(=O)C2=CN=C1N2C=C(C=C1)C(F)(F)F)C N-(3-(Tert-butyl)-1-methyl-1H-pyrazol-5-yl)-6-(6-(trifluoromethyl)imidazo[1,2-a]pyridin-3-carbonyl)-4,5,6,7-tetrahydrothieno[2,3-c]pyridin-3-carboxamid